C1(CCCCC1)CC1(NC(OC2=C1C=C(C=C2)OC)=O)C2=CC=CC=C2 4-cyclohexylmethyl-4-phenyl-6-methoxy-1,3-benzoxazin-2(4H)-one